6-methylpyridin-2(1H)-on CC1=CC=CC(N1)=O